(S)-2-(2,5-difluoro-4-(6-((2-fluoro-4-(pyridin-3-ylethynyl)benzyl)oxy)pyridin-2-yl)benzyl)-1-(oxetan-2-ylmethyl)-1H-benzo[d]imidazole-6-carboxylic acid FC1=C(CC2=NC3=C(N2C[C@H]2OCC2)C=C(C=C3)C(=O)O)C=C(C(=C1)C1=NC(=CC=C1)OCC1=C(C=C(C=C1)C#CC=1C=NC=CC1)F)F